6-(3-Iodopropyl)-9-methoxy-3-nitroindeno[1,2-c]isoquinoline-5,11-dione ICCCN1C(C2=CC(=CC=C2C2=C1C=1C=CC(=CC1C2=O)OC)[N+](=O)[O-])=O